CN1N=CC(=C1)C=1C=C(C=C(C1)C=1C=NN(C1)C)[C@@H](C)NC(C1=C(C=CC(=C1)OC[C@H]1N(CC1)C)C)=O N-((R)-1-(3,5-bis(1-methyl-1H-pyrazol-4-yl)phenyl)ethyl)-2-methyl-5-(((S)-1-methylazetidin-2-yl)methoxy)benzamide